diformaldehyde sodium benzenesulfonate C1(=CC=CC=C1)S(=O)(=O)[O-].[Na+].C=O.C=O